CC1(C(NCC1)=O)C1=CC(=C(C=C1)NC1=CC=C(C=C1)C(F)(F)F)C=1N=NN(N1)C 3-methyl-3-(3-(2-methyl-2H-tetrazol-5-yl)-4-((4-(trifluoromethyl)phenyl)amino)phenyl)pyrrolidin-2-one